1-(3-(4-fluoro-2-methyl-2H-indazol-5-yl)-5-hydroxymethyl-1H-pyrazolo[3,4-b]pyrazine-6-yl)-N-(5-fluoro-6-methylpyridin-3-yl)-4-methylpiperidine-4-carboximidamide FC=1C2=CN(N=C2C=CC1C1=NNC2=NC(=C(N=C21)CO)N2CCC(CC2)(C(NC=2C=NC(=C(C2)F)C)=N)C)C